ON1N=NC2=C(C1=O)N=CC=C2 3-hydroxypyrido[3,2-d][1,2,3]triazin-4(3H)-one